C(C)OC1=NC=C(N=C1)OCC 2,5-diethoxypyrazine